C(CCCCCCCCCCCCCCC)NC(C=C)=O N-Cetyl-acrylamide